N1(C(CCC1)(C(=O)[O-])C(=O)[O-])C(=O)[O-] pyrrolidinetrisate